3-(3-aminopropyl)-1-vinylimidazole tetrafluoroborate F[B-](F)(F)F.NCCCN1CN(C=C1)C=C